C(CCCCCCC\C=C/C[C@H](O)CCCCCC)(=O)[O-].C(CCCCCCC\C=C/C[C@H](O)CCCCCC)(=O)[O-].[Sn+2] tin diricinoleate